2-[Tert-butoxycarbonyl-[3-(tert-butoxycarbonylamino)propyl]amino]indane-5-carboxylic acid C(C)(C)(C)OC(=O)N(C1CC2=CC=C(C=C2C1)C(=O)O)CCCNC(=O)OC(C)(C)C